1-((2-(2,6-dioxopiperidin-3-yl)-1,3-dioxoisoindolin-4-yl) oxy)-2-oxo-6,9,12,15-tetraoxa-3-aza-heptadec-17-ylmethanesulfonate O=C1NC(CCC1N1C(C2=CC=CC(=C2C1=O)OCC(NCCOCCOCCOCCOCCCS(=O)(=O)[O-])=O)=O)=O